5,6,8-trifluoroquinazoline-2,4-diol FC1=C2C(=NC(=NC2=C(C=C1F)F)O)O